6-(4-(5-((7-(3-cyanocyclobutoxy)-4-oxo-3,4-dihydrophthalazin-1-yl)methyl)-2-fluorobenzoyl)piperazin-1-yl)nicotinonitrile formate salt C(=O)O.C(#N)C1CC(C1)OC1=CC=C2C(NN=C(C2=C1)CC=1C=CC(=C(C(=O)N2CCN(CC2)C2=NC=C(C#N)C=C2)C1)F)=O